ClC1=CC=C2C(=N1)N(C=N2)CCC[C@H]2NCCC[C@@H]2O (2R,3S)-2-(3-(5-chloro-3H-imidazo[4,5-b]pyridin-3-yl)propyl)piperidin-3-ol